CC1=NN2C(C(=NC(=C2)C=2C=NN(C2)C)CNC(=O)C2=NOC(=N2)C2(CC2)C)=C1 (2-methyl-1-(6-(1-methyl-1H-pyrazol-4-yl)pyrazolo[1,5-a]pyrazin-4-yl)methyl)-5-(1-methylcyclopropyl)-1,2,4-oxadiazol-3-carboxamide